7-chloro-10,14,16,19,30-pentamethyl-3,8,10,14,17,18,22,26,31-nonaazahexacyclo[19.6.2.12,5.117,20.04,9.025,29]hentriaconta-1(28),2,4,6,8,18,20(30),21(29),22,24-decaen-15,27-dione ClC1=CC2=C3N=C(C=4C(NC5=CC=NC(C=6C(=NN(C(C(N(CCCN(C3=N1)C)C)=O)C)C6C)C)=C5C4)=O)N2